5-phenyl-5-((triethylsilyl)methyl)benzo[4,5]imidazo[2,1-a]isoquinolin-6(5H)-one C1(=CC=CC=C1)C1(C(N2C(C=3C=CC=CC13)=NC1=C2C=CC=C1)=O)C[Si](CC)(CC)CC